COC=1C=C(C=CC1OCC1=C(C=CC=C1)C(F)(F)F)C1C2=C(NC(C1)=O)NN=N2 7-(3-Methoxy-4-{[2-(trifluoromethyl)phenyl]methoxy}phenyl)-3H,4H,5H,6H,7H-[1,2,3]triazolo[4,5-b]pyridin-5-one